2-benzyl-2-azaspiro[3.3]heptan-6-yl (2R,6S)-2,6-dimethyl-4-(5-propylpyrimidin-2-yl)piperazine-1-carboxylate C[C@H]1N([C@H](CN(C1)C1=NC=C(C=N1)CCC)C)C(=O)OC1CC2(CN(C2)CC2=CC=CC=C2)C1